FC=1C=C(C=C(C1C)F)C1N=C(CC1)NNC(=O)OC methyl 2-(2-(3,5-difluoro-4-methylphenyl)-3,4-dihydro-2H-pyrrol-5-yl)hydrazine-1-carboxylate